C(C=C)(=O)N1CC(C1)N1CCN(CC1)CCN1C2=C(N(C([C@H](CC1)NC1=C(C#N)C(=CC(=N1)C)C(F)(F)F)=O)C)C=CC=C2 (S)-2-((6-(2-(4-(1-Acryloylazetidin-3-yl)piperazin-1-yl)ethyl)-1-methyl-2-oxo-1,2,3,4,5,6-hexahydrobenzo[b][1,4]diazocin-3-yl)amino)-6-methyl-4-(trifluoromethyl)nicotinonitril